4-chloro-6-(1-(difluoromethyl)cyclopropyloxy)-3-fluoro-2-(1-methyl-1H-pyrazol-5-yl)benzonitrile ClC1=C(C(=C(C#N)C(=C1)OC1(CC1)C(F)F)C1=CC=NN1C)F